N-[[4-fluoro-2-(trifluoromethyl)phenyl]methyl]azetidin-3-amine FC1=CC(=C(C=C1)CNC1CNC1)C(F)(F)F